ClC=1C=C(C=CC1F)NC(=O)C1=C(N=CN1C)C1CC2CC(CC2C1)(O)C1=CC(=NN1C)C(=O)N 5-(5-(5-((3-Chloro-4-fluorophenyl)carbamoyl)-1-methyl-1H-imidazol-4-yl)-2-hydroxyoctahydropentalen-2-yl)-1-methyl-1H-pyrazole-3-carboxamide